9-[4-(5-fluoropyrimidin-2-yl)-2,6-dimethyl-phenyl]-8-methoxy-10-oxo-3-azaspiro[5.5]undec-8-ene-3-carboxylic acid tert-butyl ester C(C)(C)(C)OC(=O)N1CCC2(CC1)CC(=C(C(C2)=O)C2=C(C=C(C=C2C)C2=NC=C(C=N2)F)C)OC